FC1=C(C=CC(=C1)F)C(C(C1=NC=C(C=C1)C1=CC=C(C=C1)OC(F)(F)F)(F)F)(CN1N=NN=C1)O 2-(2,4-difluorophenyl)-1,1-difluoro-3-(tetrazol-1-yl)-1-[5-[4-(trifluoromethoxy)phenyl]-2-pyridinyl]propan-2-ol